FC(N1C2=C(C=3C=CC(=CC13)OC1CC(C1)OC1CCN(CC1)CC1CCN(CC1)C=1C=C3C(N(C(C3=CC1)=O)C1C(NC(CC1)=O)=O)=O)C=NC=C2)F 5-(4-((4-((1r,3r)-3-((5-(difluoromethyl)-5H-pyrido[4,3-b]indol-7-yl)oxy)cyclobutoxy)piperidin-1-yl)methyl)piperidin-1-yl)-2-(2,6-dioxopiperidin-3-yl)isoindoline-1,3-dione